4-Fluoro-2-acetamidobenzoic acid FC1=CC(=C(C(=O)O)C=C1)NC(C)=O